secondary butyl methacrylate C(C(=C)C)(=O)OC(C)CC